gamma-(glycidoxy)propyl-trimethoxysilane C(C1CO1)OCCC[Si](OC)(OC)OC